2-((2S,3S,4S)-2-(1-Aminoethyl)-5-chloro-6-fluoro-3-methyl-2-phenyl-2,3-dihydrobenzofuran-4-yl)-3-fluoro-4-(2-methoxyethoxy)benzamide NC(C)[C@@]1(OC2=C([C@@H]1C)C(=C(C(=C2)F)Cl)C2=C(C(=O)N)C=CC(=C2F)OCCOC)C2=CC=CC=C2